CC1=NOC(=N1)N1C2CC(CC1CC2)N2CCC(CC2)N2N=CC=C2 8-(3-methyl-1,2,4-oxadiazol-5-yl)-3-[4-(1H-pyrazol-1-yl)piperidin-1-yl]-8-azabicyclo[3.2.1]octane